Cl.NC(C(=O)NC1=CC=C2C=NN(C2=C1)C=1C=C(C=CC1)C)C(=O)N 2-amino-N1-(1-(m-tolyl)-1H-indazol-6-yl)malonamide hydrochloride